FC1(C2=CC=CC=C2C=2C=CC=CC12)C(=O)N1[C@@H]([C@@H]2[C@H](C1)CCC2)C(=O)N[C@@H](C[C@H]2C(NCC2)=O)C(CO)=O (1S,3aR,6aS)-2-(9-fluoro-9H-fluorene-9-carbonyl)-N-((S)-4-hydroxy-3-oxo-1-((S)-2-oxopyrrolidin-3-yl)butan-2-yl)octahydrocyclopenta[c]pyrrole-1-carboxamide